ClC1=CC(=C(C(=C1)C(C)C)NC(=O)NS(=O)(=O)C=1OC2=C(C1)\C(\CCC2)=N/O)C(C)C (Z)-N-((4-chloro-2,6-diisopropylphenyl)carbamoyl)-4-(hydroxyimino)-4,5,6,7-tetrahydrobenzofuran-2-sulfonamide